((3-nitro-5-(trifluoromethyl) phenoxy) methyl) azetidine-1-carboxylate N1(CCC1)C(=O)OCOC1=CC(=CC(=C1)C(F)(F)F)[N+](=O)[O-]